3-(1-oxo-6-piperazin-1-yl-isoindolin-2-yl)piperidine-2,6-dione O=C1N(CC2=CC=C(C=C12)N1CCNCC1)C1C(NC(CC1)=O)=O